C[C@H]1N(CCOC1)C1=CC(=NC2=C(N=CC=C12)C1=CC=NN1)N1CCOCC1 4-[(3R)-3-methylmorpholin-4-yl]-2-(morpholin-4-yl)-8-(1H-pyrazol-5-yl)-1,7-naphthyridine